C(C)OC(=O)C1=C(C2=C(CC(C3=CN(N=C23)CC2CCOCC2)C)O1)C(F)(F)F 4-methyl-2-[(Oxacyclohexan-4-yl)methyl]-8-(trifluoromethyl)-4,5-dihydro-2H-furo[2,3-g]indazole-7-carboxylic acid ethyl ester